FC1=C(C(=C(C=C1)[C@H]1[C@@H](O[C@@](C1)(C(F)(F)F)C)C(=O)NC1=CC(=NC=C1)C(=O)N)OC)C (2R,3S,5S)-4-[[3-(4-fluoro-2-methoxy-3-methyl-phenyl)-5-methyl-5-(trifluoromethyl)tetrahydrofuran-2-carbonyl]amino]pyridine-2-carboxamide